The molecule is a 1-phosphatidyl-1D-myo-inositol 4,5-bisphosphate(5-) in which the phosphatidyl acyl groups at positions 1 and 2 are both specified as octanoyl. It is a conjugate base of a 1,2-dioctanoyl-sn-glycero-3-phospho-(1D-myo-inositol-4,5-bisphosphate). CCCCCCCC(=O)OC[C@H](COP(=O)([O-])O[C@@H]1[C@@H]([C@@H]([C@H]([C@@H]([C@H]1O)OP(=O)([O-])[O-])OP(=O)([O-])[O-])O)O)OC(=O)CCCCCCC